2-(((2R,3R,4S,5R)-5-(6-amino-2-chloro-9H-purin-9-yl)-4-fluoro-3-hydroxytetrahydrofuran-2-yl)methoxy)-2-(3-fluoro-4-(trifluoromethyl)benzyl)malonic acid NC1=C2N=CN(C2=NC(=N1)Cl)[C@H]1[C@H]([C@@H]([C@H](O1)COC(C(=O)O)(C(=O)O)CC1=CC(=C(C=C1)C(F)(F)F)F)O)F